[Co].N1=C(C=CC=C1)C1=NNC(=C1)C1=NC=CC=C1 3,5-di(2-pyridyl)pyrazole cobalt